2-[[5-ethylsulfanyl-6-[7-(trifluoromethyl)imidazo[1,2-c]pyrimidin-2-yl]-3-pyridinyl]oxy]-2-methyl-propionitrile C(C)SC=1C=C(C=NC1C=1N=C2N(C=NC(=C2)C(F)(F)F)C1)OC(C#N)(C)C